2-chloro-5-((3,4-difluorobenzyl)oxy)pyrimidine ClC1=NC=C(C=N1)OCC1=CC(=C(C=C1)F)F